L-(+)-ascorbic acid C([C@@H]([C@@H]1C(=C(C(=O)O1)O)O)O)O